4-methyl-1,7-octadiene CC(CC=C)CCC=C